1-benzyl 2-methyl 2-[2-(oxiran-2-yl)ethyl]pyrrolidine-1,2-dicarboxylate O1C(C1)CCC1(N(CCC1)C(=O)OCC1=CC=CC=C1)C(=O)OC